4-(8,8-difluoro-6-azaspiro[3.4]oct-6-yl)-2-(2,4-dimethoxypyrimidin-5-yl)pyrazolo[1,5-a]pyrazine FC1(CN(CC12CCC2)C=2C=1N(C=CN2)N=C(C1)C=1C(=NC(=NC1)OC)OC)F